6-[5-(2-aminoethyl)-2-oxo-1,3-oxazolidin-3-yl]-4H-pyrazino[2,3-b][1,4]Oxazin-3-one NCCC1CN(C(O1)=O)C1=NC2=C(OCC(N2)=O)N=C1